tert-Butyl N-[5-(3-methyl-2-oxo-1,3-benzoxazol-6-yl)-5-oxo-pentyl]carbamate CN1C(OC2=C1C=CC(=C2)C(CCCCNC(OC(C)(C)C)=O)=O)=O